O=C1NC(CC[C@H]1N1CC2=CC=C(C(=C2C1=O)F)CNC(OC1CC(C1)N1N=CC2=CC=C(C=C12)C1=CC=CC=C1)=O)=O (1r,3r)-3-(6-phenyl-1H-indazol-1-yl)cyclobutyl ((2-(2,6-dioxopiperidin-3-yl)-4-fluoro-3-oxoisoindolin-5-yl)methyl)carbamate